3-O-myristoyl-glucosamine C(CCCCCCCCCCCCC)(=O)O[C@@H]1[C@H](C(O)O[C@@H]([C@H]1O)CO)N